N-fluorenylmethoxycarbonyl-N'-trityl-L-glutamine C1(=CC=CC=2C3=CC=CC=C3CC12)COC(=O)N[C@@H](CCC(NC(C1=CC=CC=C1)(C1=CC=CC=C1)C1=CC=CC=C1)=O)C(=O)O